dimethyl (2R,4R,5S)-2-(tert-butyl)-3-formyl-1,3-selenazolidine-4,5-dicarboxylate C(C)(C)(C)[C@H]1[Se][C@@H]([C@H](N1C=O)C(=O)OC)C(=O)OC